(Z)-1-(4-(1-(3,5-bis(trifluoromethyl)phenyl)-1H-1,2,4-triazol-3-yl)-2-methylphenyl)-3-(3-(2-(ethoxymethyl)-5-methylphenyl)-4-oxothiazolidin-2-ylidene)urea FC(C=1C=C(C=C(C1)C(F)(F)F)N1N=C(N=C1)C1=CC(=C(C=C1)NC(=O)\N=C\1/SCC(N1C1=C(C=CC(=C1)C)COCC)=O)C)(F)F